ClC1=NC=C(C(=C1)C1=C(C=NC(=C1)C)C(=O)NC=1SC(=NN1)OCC1OCC(OC1)CO)OC 2'-chloro-N-(5-((5-(hydroxymethyl)-1,4-dioxane-2-yl)methoxy)-1,3,4-thiadiazol-2-yl)-5'-methoxy-6-methyl-(4,4'-bipyridine)-3-carboxamide